[Na+].C(C1=CC(O)=C(O)C=C1)(=O)[O-] protocatechuic acid sodium salt